methyl 6-chloro-3-[4-(1,3-dioxolan-2-yl)anilino]-5-(methylamino)pyrazine-2-carboxylate ClC1=C(N=C(C(=N1)C(=O)OC)NC1=CC=C(C=C1)C1OCCO1)NC